2-[(1S)-1-cyclohexylethoxy]-N-(5,6-dimethylpyrimidin-4-yl)-5-fluoro-4-(3-oxo-5,6,7,8-tetrahydro[1,2,4]triazolo[4,3-a]pyridin-2(3H)-yl)benzamide C1(CCCCC1)[C@H](C)OC1=C(C(=O)NC2=NC=NC(=C2C)C)C=C(C(=C1)N1N=C2N(CCCC2)C1=O)F